9-chloro-4-fluoro-3,4-dihydro-2H-benzo[b][1,4]oxathiepine-7-carboxylic acid 5,5-dioxide ClC1=CC(=CC2=C1OCCC(S2(=O)=O)F)C(=O)O